CC=1C(=NON1)C(=O)NCC=1SC(=NN1)C1=CC=CC=C1 4-methyl-N-[(5-phenyl-1,3,4-thiadiazol-2-yl)methyl]-1,2,5-oxadiazole-3-carboxamide